tert-butyl 4-(2-(2,7-dimethyl-2H-pyrazolo[3,4-c]pyridin-5-yl)-7-oxothiazolo[4,5-d]pyrimidin-6(7H)-yl)piperidine-1-carboxylate CN1N=C2C(=NC(=CC2=C1)C=1SC2=C(N=CN(C2=O)C2CCN(CC2)C(=O)OC(C)(C)C)N1)C